4-(3-chloropyridin-2-yloxy)benzonitrile ClC=1C(=NC=CC1)OC1=CC=C(C#N)C=C1